tert-butyl (4R)-4-((4-(tert-butoxycarbonyl)-5-oxo-4-azaspiro[2.4]heptan-6-yl)(hydroxy)methyl)-2,2-dimethyloxazolidine-3-carboxylate C(C)(C)(C)OC(=O)N1C2(CC2)CC(C1=O)C([C@@H]1N(C(OC1)(C)C)C(=O)OC(C)(C)C)O